FC(C(=O)O)(F)F.FC1=CC=CC(=N1)NS(=O)(=O)C1=NC=C(C(=C1)C(F)(F)F)N(C1CCNCC1)C N-(6-fluoropyridin-2-yl)-5-(methyl-(piperidin-4-yl)amino)-4-(trifluoromethyl)pyridine-2-sulfonamide trifluoroacetate salt